N-[(1S)-2-methyl-1-hydroxymethyl-propyl]-2-nitrobenzamide CC([C@@H](CO)NC(C1=C(C=CC=C1)[N+](=O)[O-])=O)C